trans-4-((3-(1-Iso-propyl-1H-pyrazol-4-yl)phenyl)((trans-4-(5-methoxy-6-methylpyridin-2-yl)cyclohexyl)meth-yl)carbamoyl)cyclohexylmorpholine-4-carboxylate C(C)(C)N1N=CC(=C1)C=1C=C(C=CC1)N(C(=O)[C@@H]1CC[C@H](CC1)OC(=O)N1CCOCC1)C[C@@H]1CC[C@H](CC1)C1=NC(=C(C=C1)OC)C